ClC=1N=C2N(C=CC(=C2)OC2CC2)C1 chloro-7-cyclopropoxyimidazo[1,2-a]pyridine